1-((2-aminobenzo[d]thiazol-6-yl) methyl)-1H-imidazole-2-carboxylate NC=1SC2=C(N1)C=CC(=C2)CN2C(=NC=C2)C(=O)[O-]